2-(2,5-dimethylphenyl)acetic acid CC1=C(C=C(C=C1)C)CC(=O)O